F[C@H](CNC(OCC1=CC=CC=C1)=O)COC=1C=C2C(=NN(C2=CC1)C1OCCCC1)C1=NC(=CN=C1)CO benzyl N-[(2R)-2-fluoro-3-({3-[6-(hydroxymethyl)pyrazin-2-yl]-1-(oxan-2-yl)-1H-indazol-5-yl}oxy)propyl]carbamate